C=O (20s)-formaldehyde